4-methylenedioxystyrene sulfonium salt [SH3+].C1OC2=CC=C(C=C)C=C2O1